C1(=CC=CC=C1)C1OC(OC1C1=CC=CC=C1)=O 4,5-diphenyl-1,3-dioxolan-2-one